The molecule is a 3-hydroxy fatty acyl-CoA(4-) obtained by deprotonation of the phosphate and diphosphate OH groups of (3R,8Z,11Z,14Z)-3-hydroxyicosatrienoyl-CoA; major species at pH 7.3. It is a (R)-3-hydroxyacyl-CoA(4-) and a 3-hydroxy fatty acyl-CoA(4-). It is a conjugate base of a (3R,8Z,11Z,14Z)-3-hydroxyicosatrienoyl-CoA. CCCCC/C=C\\C/C=C\\C/C=C\\CCCC[C@H](CC(=O)SCCNC(=O)CCNC(=O)[C@@H](C(C)(C)COP(=O)([O-])OP(=O)([O-])OC[C@@H]1[C@H]([C@H]([C@@H](O1)N2C=NC3=C(N=CN=C32)N)O)OP(=O)([O-])[O-])O)O